ClC1=C(C=C(C=C1)NC(C1=NC=CC(=C1)C(F)(F)F)=O)NC1=NC=CC=C1C1=C2N=CN(C2=NC=N1)C1OCCCC1 N-(4-chloro-3-((3-(9-(tetrahydro-2H-pyran-2-yl)-9H-purin-6-yl)pyridin-2-yl)amino)phenyl)-4-(trifluoromethyl)-picolinamide